BrC=1C=C(C(=NC1)CNC(C(=O)O)=O)Cl.C(CCC)C1CCCCC1 BUTYL-CYCLOHEXANE 2-(((5-bromo-3-chloropyridin-2-yl)methyl)amino)-2-oxoacetate